F[C@H]1[C@H](C1)C(=O)NC1=NC=C2C=C(C(N(C2=C1)C)=O)C=1C=NC(=CC1C)C(CCC)([2H])O (1R,2R)-2-fluoro-N-(3-(6-(1-hydroxybutyl-1-d)-4-methylpyridin-3-yl)-1-methyl-2-oxo-1,2-dihydro-1,6-naphthyridin-7-yl)cyclopropane-1-carboxamide